C(C)(C)C1=C(NC2=CC=C(C=C12)C1OCCN(C1)CC(=O)N(C)C)C=1C=C(C=2N(C1)N=CN2)C 2-(2-(3-Isopropyl-2-(8-methyl-[1,2,4]triazolo[1,5-a]pyridin-6-yl)-1H-indol-5-yl)morpholino)-N,N-dimethylacetamid